4-chloro-2-methoxy-aniline ClC1=CC(=C(N)C=C1)OC